ClC1=CC=C(C(=N1)N1CCN(CC1)C(=O)OC(C)(C)C)N[C@H](C)C=1C=C(C=C2C(C(=C(OC12)C=1C=NC=CC1)C)=O)C tert-butyl 4-[6-chloro-3-[[(1R)-1-[3,6-dimethyl-4-oxo-2-(3-pyridyl)chromen-8-yl]ethyl]amino]-2-pyridyl]piperazine-1-carboxylate